11,11-dimethoxy-4,8-dimethylundec-7-enal COC(CCC(=CCCC(CCC=O)C)C)OC